OC(C)(C)S(=O)(=O)[O-] 2-hydroxy-2-propanesulfonate